(R)-2-(2-((5-(3-(1-aminoethyl)phenyl)-2-methylbenzofuran-3-yl)methoxy)-4-methoxyphenyl)acetic acid N[C@H](C)C=1C=C(C=CC1)C=1C=CC2=C(C(=C(O2)C)COC2=C(C=CC(=C2)OC)CC(=O)O)C1